3,4-dichloro-N-(1-(6-(2-(methylamino)phenyl)pyridazin-3-yl)piperidin-3-yl)benzamide (phosphate) P(=O)(O)(O)O.ClC=1C=C(C(=O)NC2CN(CCC2)C=2N=NC(=CC2)C2=C(C=CC=C2)NC)C=CC1Cl